FC1=CC=C(C=C1)N1CCN(C2=CC=CC=C12)C(=O)NC1CNCC1 4-(4-fluorophenyl)-N-(pyrrolidin-3-yl)-3,4-Dihydroquinoxaline-1(2H)-carboxamide